ClC1=C(N=C(NC1=O)C1=CC=NC=C1)N1CCC(CC1)OCC 5-chloro-4-(4-ethoxy-1-piperidinyl)-2-(4-pyridinyl)-1H-pyrimidin-6-one